ClC1=C(C(=C(C=2CC3=CC=CC=C3SC12)F)F)F chlorotrifluorothioxanthene